2-(cyclobutylmethyl)-N-[(1S)-1-(dicyclohexylmethyl)-2-[[5-(3,5-dimethyl-1H-pyrazol-4-yl)-6-fluoro-2-pyridinyl]amino]-2-oxo-ethyl]pyrazole-3-carboxamide C1(CCC1)CN1N=CC=C1C(=O)N[C@H](C(=O)NC1=NC(=C(C=C1)C=1C(=NNC1C)C)F)C(C1CCCCC1)C1CCCCC1